5-tert-butyl-N-(2-{2-[3,5-dimethyl-1-(propan-2-yl)-1H-pyrazol-4-yl]-3H-imidazo[4,5-b]pyridin-7-yl}-6,7,8,9-tetrahydro-5H-benzo[7]annulen-5-yl)-1,3,4-oxadiazole-2-carboxamide C(C)(C)(C)C1=NN=C(O1)C(=O)NC1CCCCC2=C1C=CC(=C2)C2=C1C(=NC=C2)NC(=N1)C=1C(=NN(C1C)C(C)C)C